COC1=CC=C(CN(S(=O)(=O)[C@H](CCC(=O)OC)CCC=C)CC2=CC=C(C=C2)OC)C=C1 (S)-METHYL 4-(N,N-BIS(4-METHOXYBENZYL)SULFAMOYL)OCT-7-ENOATE